CC=1C=NC(N(C1N1CCCCC1)C1=NNC(=C1)C)SC1=CC=C(C=C1)C 5-methyl-N-(5-methyl-1H-pyrazol-3-yl)-6-(piperidin-1-yl)-2-(p-tolylthio)pyrimidin